C(CCC)SCCSCCCCCCCCC(C(C(=O)OC)CCCCCCCSCCSCCCC)=O Methyl 11-((2-(butylthio)ethyl)thio)-2-(7-((2-(butylthio)ethyl)thio)heptyl)-3-oxoundecanoate